7-(1-(1-(2-(2-(4-((benzyloxy)carbonyl)piperazin-1-yl)ethoxy)ethyl)-4-methyl-1H-benzo[d][1,2,3]triazol-5-yl)-3-(tert-butoxy)-3-oxopropyl)-2-naphthoic acid C(C1=CC=CC=C1)OC(=O)N1CCN(CC1)CCOCCN1N=NC2=C1C=CC(=C2C)C(CC(=O)OC(C)(C)C)C2=CC=C1C=CC(=CC1=C2)C(=O)O